C(C)(CC)OC methyl sec-butyl ether